(1-aminomethyl-3-methylcyclopentyl)acetic acid NCC1(CC(CC1)C)CC(=O)O